1,3-dipiperidylpropane N1(CCCCC1)CCCN1CCCCC1